ethyl (6R)-6-[4-(3-isoxazol-5-yl-2-pyridyl)piperazin-1-yl]-2-azaspiro-[3.4]octane-2-carboxylate O1N=CC=C1C=1C(=NC=CC1)N1CCN(CC1)[C@H]1CC2(CN(C2)C(=O)OCC)CC1